trans-6-(((4-((S)-3-(4-chlorophenyl)isoxazolidine-2-carbonyl)cyclohexyl)methyl)amino)pyrimidine-4-carbonitrile ClC1=CC=C(C=C1)[C@H]1N(OCC1)C(=O)[C@@H]1CC[C@H](CC1)CNC1=CC(=NC=N1)C#N